C(C1=CC=CC=C1)NC1=NC=2N(C=C1)N=C(C2C=2C=NN(C2)C)C=2OC=CC2 N-benzyl-2-(2-furyl)-3-(1-methylpyrazol-4-yl)pyrazolo[1,5-a]pyrimidin-5-amine